FC1=CC=C(C=C1)N1N=CC2=CC(=C(C=C12)C)C1(CN(CC1)S(=O)(=O)C=1C=NN(C1)C)CC1=NC=C(C=C1)C(F)(F)F 1-(4-fluorophenyl)-6-methyl-5-(1-((1-methyl-1H-pyrazol-4-yl)sulfonyl)-3-((5-(trifluoromethyl)pyridin-2-yl)methyl)pyrrolidin-3-yl)-1H-indazole